hydroxymethoxybenzenedecanone OCOC1=C(C=CC=C1)CCCCCCCCC(C)=O